6-(1R-hydroxyethyl)-carbapen-2-em-3-carboxylate O[C@H](C)C1[C@@H]2N(C(=CC2)C(=O)[O-])C1=O